C(C=1C(C(=O)[O-])=CC(C(=O)[O-])=C(C(=O)OCCCCCCCC(C)C)C1)(=O)OCCCCCCC(C)C isononyl isodecyl pyromellitate